C12C(OC(C2C1)=O)=O 3-oxabicyclo[3.1.0]hexane-2,4-dione